methyl (2S)-3-[3-bromo-5-(difluoromethyl)phenyl]-2-[(tert-butoxycarbonyl)amino]propanoate BrC=1C=C(C=C(C1)C(F)F)C[C@@H](C(=O)OC)NC(=O)OC(C)(C)C